2-{4-ethyl-7-fluoro-1-oxo-[1,2,4]triazino[4,5-a]indol-2(1H)-yl}-N-((1s,3s)-3-hydroxy-3-methylcyclobutyl)acetamide C(C)C1=NN(C(C=2N1C=1C=C(C=CC1C2)F)=O)CC(=O)NC2CC(C2)(C)O